OC1=CC=C(C=C1)[C@](C(=O)O)(O)C (R)-4-hydroxyphenyl-lactic acid